CNCC1=C(C(=CC=C1)OC)OC N-methyl-2,3-dimethoxybenzylamine